2,6-dichloro-5-cyclopropyl-N-(5-methyl-1-(tetrahydro-2H-pyran-2-yl)-1H-pyrazol-3-yl)pyrimidin-4-amine ClC1=NC(=C(C(=N1)NC1=NN(C(=C1)C)C1OCCCC1)C1CC1)Cl